(3R)-1-(7-(5,6-dimethyl-1H-indol-4-yl)-8-fluoro-2-((tetrahydro-1H-pyrrolizin-7a(5H)-yl)methoxy)pyrido[4,3-d]pyrimidin-4-yl)-3-methylpiperidin-3-ol CC=1C(=C2C=CNC2=CC1C)C1=C(C=2N=C(N=C(C2C=N1)N1C[C@@](CCC1)(O)C)OCC12CCCN2CCC1)F